N-(6-(4-(2,3-dihydroxypropyl)piperazin-1-yl)-2,2-dimethyl-2,3-dihydrobenzofuran-5-yl)pyrazolo[1,5-a]pyrimidine-3-carboxamide OC(CN1CCN(CC1)C1=CC2=C(CC(O2)(C)C)C=C1NC(=O)C=1C=NN2C1N=CC=C2)CO